C1(CC1)C1=NN(C2=CC=C(C=C12)C1=C2CN(C(C2=CC=C1)=O)CC(C(C1=CC=CC=C1)=O)=C)C(=O)OC(C)(C)C tert-butyl 3-cyclopropyl-5-[2-(2-methylidene-3-oxo-3-phenylpropyl)-1-oxo-2,3-dihydro-1H-isoindol-4-yl]-1H-indazole-1-carboxylate